O=C1N(C(=NC2=NC=CN=C12)CCC(=O)NCCC1=CC=CC=C1)CCC1=CC=CC=C1 3-(4-Oxo-3-phenethyl-3,4-dihydropteridin-2-yl)-N-phenethylpropanamide